[4-[[(4-bromophenyl)amino]methyl]-1H-1,2,3-triazol-1-yl]benzamide BrC1=CC=C(C=C1)NCC=1N=NN(C1)C1=C(C(=O)N)C=CC=C1